C(#N)C1=C(C=C2C=C(N(C2=C1)C1CCC1)NC(CC(C)(C)C)=O)F N-(6-cyano-1-cyclobutyl-5-fluoro-1H-indol-2-yl)-3,3-dimethylbutyramide